sodium (((4R,5R)-5-(2-aminophenyl)-2,2-dimethyl-1,3-dioxolan-4-yl)methylsulfonyl)amide NC1=C(C=CC=C1)[C@@H]1[C@@H](OC(O1)(C)C)CS(=O)(=O)[NH-].[Na+]